COC1=NC=CC(=C1)NC1=C(C(=NN1)C1=CC=C(C=C1)NC(=O)N1C(CCC1)C1=CC=CC=C1)C(=O)N 5-((2-methoxypyridin-4-yl)amino)-3-(4-(2-phenylpyrrolidine-1-carboxamido)phenyl)-1H-pyrazole-4-carboxamide